C(=O)O.ClC1=C(C=CC(=C1)NC=1C=2N(C=CN1)C(=CN2)C2=C(C(=C(C=C2)OC)F)F)C(=O)N2CCN(CC2)C(=O)[C@H]2NC[C@@H](C2)O [2-chloro-4-[[3-(2,3-difluoro-4-methoxyphenyl)imidazo[1,2-a]pyrazin-8-yl]amino]phenyl]-[4-[(2S,4R)-4-hydroxypyrrolidine-2-carbonyl]piperazin-1-yl]methanone formate